trans-1-Isopropenyl-4-methyl-1,4-cyclohexanediol C(=C)(C)C1(CCC(CC1)(O)C)O